[Br-].C(C1=CC=CC=C1)OC(=O)NCCCN1C(=[N+](C=C1)CCCCBr)C 1-(3-(((benzyloxy)carbonyl)amino)propyl)-3-(4-bromobutyl)-2-methyl-1H-imidazol-3-ium bromide